4-ethylphenyl alcohol C(C)C1=CC=C(C=C1)O